OC1=C2C(C=C(OC2=C(C(=C1)OCC1=CC=CC=C1)OC=1C(NNC1)=O)C1=CC=C(C=C1)F)=O 4-((5-hydroxy-7-benzyloxy-2-(4-fluorophenyl)-4-oxo-4H-chromen-8-yl)oxy)-1,2-dihydro-3H-pyrazol-3-one